FC1=C(C(=C(C(=C1OC(C1=CC(=C(C=C1)F)C1C(NC(CC1)=O)=O)=O)F)F)F)F 3-(2,6-dioxopiperidine-3-yl)-4-fluorobenzoic acid pentafluorophenyl ester